6-chloro-2-cyclopropyl-4-(methoxycarbonyl)pyridine-3-diazonium tetrafluoroborate F[B-](F)(F)F.ClC1=CC(=C(C(=N1)C1CC1)[N+]#N)C(=O)OC